1-(4-(4-((3-chloro-4-(pyridin-2-ylmethoxy)phenyl)amino)-7H-pyrrolo[2,3-d]pyrimidin-5-yl)-2,2-dimethylpiperidin-1-yl)prop-2-en-1-one ClC=1C=C(C=CC1OCC1=NC=CC=C1)NC=1C2=C(N=CN1)NC=C2C2CC(N(CC2)C(C=C)=O)(C)C